C(C)(C)(C)N=[Ta](N(CC)CC)(N(CC)CC)N(CC)CC (tert-butylimino)tris(diethylamino)tantalum (V)